5-[4-(benzyloxy)piperidin-1-yl]-1,3-thiazole-4-carboxylic acid C(C1=CC=CC=C1)OC1CCN(CC1)C1=C(N=CS1)C(=O)O